3-(2-bromo-4-pyridyl)-[1,2,4]triazolo[4,3-a]pyridine BrC1=NC=CC(=C1)C1=NN=C2N1C=CC=C2